O[C@H](CO)C1=C2C(=NC=C1)N(N=C2CNC(C=C)=O)C2=CC=C(C=C2)OC(F)(F)F N-[[4-[(1S)-1,2-dihydroxyethyl]-1-[4-(trifluoromethoxy)phenyl]pyrazolo[3,4-b]pyridin-3-yl]methyl]prop-2-enamide